COC1(COC1)C1=C(N=C(S1)N)C 5-(3-methoxyoxetan-3-yl)-4-methyl-thiazol-2-amine